2-(2,6-dioxo-3-piperidyl)-5-[4-[2-[1-[4-(1,5-naphthyridin-2-ylamino)-2-pyridyl]-4-piperidyl]ethyl]piperazin-1-yl]isoindoline-1,3-dione O=C1NC(CCC1N1C(C2=CC=C(C=C2C1=O)N1CCN(CC1)CCC1CCN(CC1)C1=NC=CC(=C1)NC1=NC2=CC=CN=C2C=C1)=O)=O